N-((2R,3S)-1-(3-fluoropyridin-2-yl)-2-((((CIS)-4-phenylcyclohexyl)oxy)methyl)pyrrolidin-3-yl)methanesulfonamide FC=1C(=NC=CC1)N1[C@H]([C@H](CC1)NS(=O)(=O)C)CO[C@@H]1CC[C@@H](CC1)C1=CC=CC=C1